6-[1-(2,2-difluoroethyl)-1H-pyrazolo[3,4-b]pyrazin-6-yl]-2-[6-(trifluoromethyl)pyridine-3-carbonyl]-2,6-diazaspiro[3.4]octane FC(CN1N=CC=2C1=NC(=CN2)N2CC1(CN(C1)C(=O)C=1C=NC(=CC1)C(F)(F)F)CC2)F